3-ethyl-1-(4-methoxybenzyl)-2-oxo-2,3-dihydro-1H-pyrimido[4,5,6-de]quinazolin-8-carbaldehyde C(C)N1C(N(C2=CC(=CC=3C2=C1N=CN3)C=O)CC3=CC=C(C=C3)OC)=O